tert-butyl (2R,5S)-5-[3-chloro-4-(trifluoromethyl)benzamido]-2-{5-[2-(trifluoromethoxy)ethoxy]-1,3,4-oxadiazol-2-yl}piperidine-1-carboxylate ClC=1C=C(C(=O)N[C@H]2CC[C@@H](N(C2)C(=O)OC(C)(C)C)C=2OC(=NN2)OCCOC(F)(F)F)C=CC1C(F)(F)F